C(CCC)(=O)N[C@H]1C(O)O[C@@H]([C@H]([C@@H]1O)O)COC([C@@H](NC(CNC(=O)OC(C)(C)C)=O)C(C)C)=O 2-N-butyryl-6-O-(N-(N-Boc-L-glycyl)-L-valinyl)-D-glucosamine